azetidin-3-carboxamide hydrochloride Cl.N1CC(C1)C(=O)N